3-(2-{[(3S)-6,6-dimethylpiperidin-3-yl]amino}-5-(trifluoromethyl)pyrimidin-4-yl)-7-[(1-methyl-1H-pyrazol-4-yl)methyl]-1H,4H,5H,6H,7H,8H-pyrrolo[2,3-c]azepin-8-one CC1(CC[C@@H](CN1)NC1=NC=C(C(=N1)C1=CNC=2C(N(CCCC21)CC=2C=NN(C2)C)=O)C(F)(F)F)C